OCCC=1C=CC=C(C1)S(=O)(=O)N(CC1=CC=C(C=C1)OC)CC1=CC=C(C=C1)OC 5-(2-hydroxyethyl)-N,N-bis(4-methoxybenzyl)-benzenesulfonamide